NC1=NC=NN2C1=C(C=C2C2=CC(=NS2)C)C2=CC(=C(C=C2)NC(OC(C)(C)C)=O)OC tert-Butyl (4-(4-amino-7-(3-methylisothiazol-5-yl)pyrrolo[2,1-F][1,2,4]triazin-5-yl)-2-methoxyphenyl)carbamate